CN1N=C(C(=C1C)C=1C=CC=2N(C1)N=CC2N2CCN(CC2)C(=O)OC(C)(C)C)C tert-butyl 4-(6-(1,3,5-trimethyl-1H-pyrazol-4-yl)pyrazolo[1,5-a]pyridin-3-yl)piperazine-1-carboxylate